(2S,3S,4R,5S,6S)-2-(acetoxymethyl)-6-(4-(2,8-dimethyl-4-oxoquinazolin-3(4H)-yl)phenoxy)tetrahydro-2H-pyran-3,4,5-triacetic acid C(C)(=O)OC[C@H]1O[C@H]([C@H]([C@@H]([C@@H]1CC(=O)O)CC(=O)O)CC(=O)O)OC1=CC=C(C=C1)N1C(=NC2=C(C=CC=C2C1=O)C)C